3-(2-(2'-cyclopropyl-[1,1'-biphenyl]-4-yl)-5-oxopyrrolidin-3-yl)propanoic acid C1(CC1)C1=C(C=CC=C1)C1=CC=C(C=C1)C1NC(CC1CCC(=O)O)=O